C(C)(C)(C)OC(=O)NCCOC=1C=C(OC2=CC=C(C=N2)C(=O)OC)C=CC1 methyl 6-[3-[2-(tert-butoxycarbonylamino)ethoxy]phenoxy]pyridine-3-carboxylate